ClC1=C(C=CC=C1)C(N)C(=O)O 2-(2-chlorophenyl)glycine